NC=1C2=C(N=CN1)N(C(=C2C2=CC(=C(C=C2)OC2=NC(=CC=C2)C)OC)C=2CCN(C(C2)C)C(C=C)=O)C 1-(4-(4-amino-5-(3-methoxy-4-((6-methylpyridin-2-yl)oxy)phenyl)-7-methyl-7H-pyrrolo[2,3-d]pyrimidin-6-yl)-6-methyl-3,6-dihydropyridin-1(2H)-yl)prop-2-en-1-one